ClC1=C(C=CC(=C1)C(F)(F)F)NC(=O)C1(CCC1)N1N=C(C(=C1)C#CC1CN(C1)C=1C=C2C(N(C(C2=CC1)=O)C1C(NC(CC1)=O)=O)=O)C#N N-(2-chloro-4-(trifluoromethyl)phenyl)-1-(3-cyano-4-((1-(2-(2,6-dioxopiperidin-3-yl)-1,3-dioxoisoindolin-5-yl)azetidin-3-yl)ethynyl)-1H-pyrazol-1-yl)cyclobutane-1-carboxamide